[Pb](Cl)Cl.[Pb] Lead-lead Chloride